3-(5-cyclopropylisoxazol-3-yl)-1-isopropyl-pyrazolo[3,4-d]pyrimidin-4-amine C1(CC1)C1=CC(=NO1)C1=NN(C2=NC=NC(=C21)N)C(C)C